N-Vinylamine C(=C)N